3-butylheptyl 8-((3-(but-2-ynamido)propyl)(8-(heptadecan-9-yloxy)-8-oxooctyl)amino)octanoate C(C#CC)(=O)NCCCN(CCCCCCCC(=O)OCCC(CCCC)CCCC)CCCCCCCC(=O)OC(CCCCCCCC)CCCCCCCC